benzo[b]thiophene-2-sulfonyl chloride S1C2=C(C=C1S(=O)(=O)Cl)C=CC=C2